C(CCCCCCC(C)C)OC(=O)C1CCC(CC1)C(=O)OCCCCCCCC(C)C.C1(=CC=CC=C1)P1CCCC1 phenyl-phospholane Diisodecyl-cyclohexane-1,4-dicarboxylate